6-amino-2-(3-fluoro-4-(trimethylsilyl)phenyl)-5-methoxypyrimidine-4-carboxylic acid methyl ester COC(=O)C1=NC(=NC(=C1OC)N)C1=CC(=C(C=C1)[Si](C)(C)C)F